C1(CC1)C=1N=CC=2C=C3C(=C(C2C1)S(=O)(=O)NCC(C)(C)F)CC(C3)NC=3C1=C(C=NC3)N=CN1COCC[Si](C)(C)C 3-cyclopropyl-N-(2-fluoro-2-methyl-propyl)-7-[[1-(2-trimethylsilylethoxymethyl)imidazo[4,5-c]pyridin-7-yl]amino]-7,8-dihydro-6H-cyclopenta[g]isoquinoline-5-sulfonamide